C(C)(C)(C)C1=CC=C(CNCC2=CC=CC3=CC=CC=C23)C=C1 N-(4-tert-butylbenzyl)-naphthylmethylamine